C(C(=C)C)(=O)OCCN N-(2-methacryloyloxyethyl)amine